7-chloro-4-oxo-1,4-dihydro-1,8-naphthyridine ClC1=CC=C2C(C=CNC2=N1)=O